BrC=1N=C2N(N1)[C@@H](CC2(F)F)C2=CC=CC=C2 (S)-2-bromo-7,7-difluoro-5-phenyl-6,7-dihydro-5H-pyrrolo[1,2-b][1,2,4]triazole